BrC1=CC2=C(O[C@@H](CN2)[C@@H](C2=CC=CC=C2)NCCC2=CC=C(C#N)C=C2)N=C1 4-(2-(((R)-((S)-7-bromo-2,3-dihydro-1H-pyrido[2,3-b][1,4]oxazin-3-yl)(phenyl)methyl)amino)ethyl)benzonitrile